C(C)C1=C(C=C(C(=C1)OCCCC)CC)O 2,5-diethyl-4-butoxyphenol